dodecenyl-succinic acid ammonium salt [NH4+].C(=CCCCCCCCCCC)C(C(=O)[O-])CC(=O)[O-].[NH4+]